FC(C[C@H](C(=O)NC1=NC=CC(=C1)C1=C(C2=NC=CC=C2N1)C1=CC=CC=C1)C1=CC=C(C=C1)F)F (2S)-4,4-difluoro-2-(4-fluorophenyl)-N-[4-(3-phenyl-1H-pyrrolo[3,2-b]pyridin-2-yl)pyridin-2-yl]butanamide